4,4'-bis[4-diphenylaminonaphthalen-1-yl]biphenyl C1(=CC=CC=C1)N(C1=CC=C(C2=CC=CC=C12)C1=CC=C(C=C1)C1=CC=C(C=C1)C1=CC=C(C2=CC=CC=C12)N(C1=CC=CC=C1)C1=CC=CC=C1)C1=CC=CC=C1